C(#N)C1=C(SC2=C1C(=NC=C2C)C=2C1=C(C=3C=NC(=NC3C2F)SCC)COC1)NC(OC(C)(C)C)=O tert-Butyl (3-cyano-4-(3-(ethylthio)-5-fluoro-7,9-dihydrofuro[3,4-f]quinazolin-6-yl)-7-methylthieno[3,2-c]pyridin-2-yl)carbamate